Cl.CN1C(N(C2=C1C(=CC=C2)CCCOC2CCNCC2)C2C(NC(CC2)=O)=O)=O 3-(3-methyl-2-oxo-4-(3-(piperidin-4-yloxy)propyl)-2,3-dihydro-1H-benzo[d]imidazol-1-yl)piperidine-2,6-dione hydrochloride